(5ar,6s,7s,8r,8as)-7-((dimethylamino)methyl)-5a-(4-(1-fluorocyclopropyl)phenyl)-1,3-dimethoxy-6-phenyl-5a,6,7,8-tetrahydro-8aH-cyclopenta[4,5]furo[3,2-c]pyridine-8,8a-diol CN(C)C[C@@H]1[C@H]([C@]2([C@](C=3C(=NC(=CC3O2)OC)OC)([C@@H]1O)O)C1=CC=C(C=C1)C1(CC1)F)C1=CC=CC=C1